C1(CC1)C(CN1N=CC2=NC=C(C=C21)C2=CC=C(C=C2)F)=O Cyclopropyl-2-[6-(4-fluorophenyl)pyrazolo[4,3-b]pyridin-1-yl]ethanone